BrC1=CC=C(C(=C1)C1=CC=C(C=C1)F)O 5-bromo-4'-fluoro-[1,1'-biphenyl]-2-ol